palladium bis(triethylphosphine) dichloride [Cl-].[Cl-].C(C)P(CC)CC.C(C)P(CC)CC.[Pd+2]